(R)-3-(4-phenoxyphenyl)-1-(1-((trifluoromethyl)sulfonyl)piperidin-3-yl)-1H-pyrazolo[3,4-d]pyrimidin-4-amine O(C1=CC=CC=C1)C1=CC=C(C=C1)C1=NN(C2=NC=NC(=C21)N)[C@H]2CN(CCC2)S(=O)(=O)C(F)(F)F